BrC=1C=C(C=CC1)SC=1C(=NC=NC1)C(=O)O 5-[(3-bromophenyl)sulfanyl]pyrimidine-4-carboxylic acid